C(=O)C=1C(=C(OCCCS(=O)(=O)[O-])C(=CC1I)I)I 3-(3-Formyl-2,4,6-Triiodophenoxy)Propane-1-Sulfonate